COC(C(=O)NC=1SC(=NN1)N[C@H]1CN(CC1)C=1N=NC=CC1)C1=CC(=CC(=C1)OC(F)(F)F)OC 2-methoxy-2-[3-methoxy-5-(trifluoromethoxy)phenyl]-N-[5-[[(3R)-1-pyridazin-3-ylpyrrolidin-3-yl]amino]-1,3,4-thiadiazol-2-yl]acetamide